C(C)(=O)N1CCC2(CC1)NC=1N(C(N=C(C1)OCC1=CC(=C(C=C1)F)F)=O)C2 1'-acetyl-7-((3,4-difluorobenzyl)oxy)-1H-spiro[imidazo[1,2-c]pyrimidine-2,4'-piperidin]-5(3H)-one